C1(=CC=CC=C1)N1CCN(CC1)C1=NC=C(C#N)C=C1 6-(4-phenylpiperazin-1-yl)nicotinonitrile